1'-C-cyano-adenosine C(#N)[C@@]1([C@H](O)[C@H](O)[C@@H](CO)O1)N1C=NC=2C(N)=NC=NC12